CC=1N=C2N(C=C(C=C2C)C=2C=CC(=NC2CC)N2CCN(CC2)C=2N=CC3=C(N2)CN(CC3)C(=O)OC(C)(C)C)C1 tert-butyl 2-[4-[5-(2,8-dimethylimidazo[1,2-a]pyridin-6-yl)-6-ethyl-2-pyridyl]piperazin-1-yl]-6,8-dihydro-5H-pyrido[3,4-d]pyrimidine-7-carboxylate